CCCCC/C=C\\C/C=C\\C/C=C\\C/C=C\\CCCCCCCCCCCCCCC[C@H](CC(=O)SCCNC(=O)CCNC(=O)[C@@H](C(C)(C)COP(=O)([O-])OP(=O)([O-])OC[C@@H]1[C@H]([C@H]([C@@H](O1)N2C=NC3=C(N=CN=C32)N)O)OP(=O)([O-])[O-])O)O The molecule is a 3-hydroxy fatty acyl-CoA(4-) obtained by deprotonation of the phosphate and diphosphate OH groups of (3R,19Z,22Z,25Z,28Z)-3-hydroxytetratriacontatetraenoyl-CoA; major species at pH 7.3. It is a (R)-3-hydroxyacyl-CoA(4-), a 3-hydroxy fatty acyl-CoA(4-) and an 11,12-saturated fatty acyl-CoA(4-). It is a conjugate base of a (3R,19Z,22Z,25Z,28Z)-3-hydroxytetratriacontatetraenoyl-CoA.